2-((2S,4S)-1-acryloyl-4-(8-chloro-7-(3-chloro-2-methylphenyl)-4-(3-(dimethylamino)azetidin-1-yl)-6-fluoro-1H-[1,2,3]triazolo[4,5-c]quinolin-1-yl)piperidin-2-yl)acetonitrile C(C=C)(=O)N1[C@@H](C[C@H](CC1)N1N=NC=2C(=NC=3C(=C(C(=CC3C21)Cl)C2=C(C(=CC=C2)Cl)C)F)N2CC(C2)N(C)C)CC#N